ClC=1C=C(C=CC1)N1N=C2C(N=CC=C2C2=CC(=C(C(=O)O)C=C2)C2CCCC2)=C1 4-(2-(3-Chlorophenyl)-2H-pyrazolo[4,3-b]pyridin-7-yl)-2-cyclopentylbenzoic Acid